OC1=C(C(=CC=C1)OCCCCCCCCCCCCCC)C(\C=C\C1=CC=C(C=C1)OCOC)=O (E)-1-(2-Hydroxy-6-tetradecoxyphenyl)-3-[4-(methoxymethoxy)phenyl]prop-2-en-1-one